(2R,6S)-2-methyl-6-[[4-[6-methyl-2-(5-oxa-2,8-diazaspiro[3.5]nonan-2-yl)pyrimidin-4-yl]piperazin-1-yl]methyl]morpholin C[C@@H]1CNC[C@H](O1)CN1CCN(CC1)C1=NC(=NC(=C1)C)N1CC2(C1)OCCNC2